BrC=1C=C2C=NN(C2=CC1)CC(=O)OC(C)(C)C t-butyl (5-bromo-1H-indazol-1-yl)acetate